COCCOCCN(C1=CC=C(C=C1)N)C N1-(2-(2-methoxyethoxy)ethyl)-N1-methylbenzene-1,4-diamine